C1(=CC=C(C=C1)N=CC(CC(=O)O)=O)C (p-tolylimino)acetoacetic acid